N1=NNC2=NC(=CC=C21)C=2C=C(C(=O)NC1=CC=C(C=C1)O[C@H](C)C1CC1)C=CC2 (R)-3-(3H-[1,2,3]Triazolo[4,5-b]pyridin-5-yl)-N-(4-(1-cyclopropylethoxy)phenyl)benzamide